NC(CC[C@@]1([C@H](O)[C@H](O)[C@@H](CO)O1)C1=CNC(=O)NC1=O)C(=O)O 3-amino-3-carboxypropyl-pseudouridine